(R)-9-(2-(3-fluoropyridin-2-yl)ethyl)-4-isopropyl-2-methyl-1-oxa-4,9-diazaspiro[5.5]undecane FC=1C(=NC=CC1)CCN1CCC2(CN(C[C@H](O2)C)C(C)C)CC1